NC1=CC(=NC=C1)C1=CC=C2C=NC(=NC2=C1)C(=O)NC 7-(4-amino-2-pyridyl)-N-methyl-quinazoline-2-carboxamide